2,3,6-TRIFLUOROBENZALDEHYDE FC1=C(C=O)C(=CC=C1F)F